[I-].[C@@H]12CSC[C@@H](N1)C2 (1R,5S)-3-thia-6-azabicyclo[3.1.1]heptane iodide